C(CS(=O)(=O)Cl)Cl Ethylenesulfonyl chloride